CN1CCC(CC1)(C)C#CC1=CC(=NC(=C1)C)C(=O)[O-].[Li+] lithium 4-((1,4-dimethylpiperidin-4-yl) ethynyl)-6-methylpicolinate